2-((8-amino-6-(5-amino-6-methoxy-4-methylpyridin-3-yl)-7-fluoroisoquinolin-3-yl)amino)-6-(2,2-difluoroethyl)-5,6-dihydro-4H-pyrazolo[1,5-d][1,4]diazepin-7(8H)-one NC=1C(=C(C=C2C=C(N=CC12)NC1=NN2CC(N(CCC2=C1)CC(F)F)=O)C=1C=NC(=C(C1C)N)OC)F